N[C@@H]([C@@H](C)CC)C(=O)[NH-] isoleucyl-amide